N,N'-disalicyloylhydrazine C(C=1C(O)=CC=CC1)(=O)NNC(C=1C(O)=CC=CC1)=O